C(C)(C)(C)OC(=O)NCCOCCOCC(=O)O (2-{2-[(tert-butyl)(oxycarbonylamino)]ethoxy}ethoxy)acetic acid